5-[4-Amino-5-(trifluoromethyl)pyrrolo[2,1-f][1,2,4]triazin-7-yl]-4-fluoro-N-[(3R,4S)-4-fluoro-1-(2,4,5-trifluorobenzoyl)pyrrolidin-3-yl]-2-methylbenzamid NC1=NC=NN2C1=C(C=C2C=2C(=CC(=C(C(=O)N[C@@H]1CN(C[C@@H]1F)C(C1=C(C=C(C(=C1)F)F)F)=O)C2)C)F)C(F)(F)F